5,6,7,8-tetrafluoro-1,4-bis(3-tert-butyl-5-methylphenyl)phthalazine FC1=C2C(=NN=C(C2=C(C(=C1F)F)F)C1=CC(=CC(=C1)C)C(C)(C)C)C1=CC(=CC(=C1)C)C(C)(C)C